OC=1C=CC(=C(C1)C=1C(=C(N=C2[C@H]3CC[C@@H](C12)C3)N3CC1(CN(C1)C(C=C)=O)CC3)C#N)C (M)-(1S,8R)-6-(5-hydroxy-2-methylphenyl)-4-(2-(2-propenoyl)-2,6-diazaspiro[3.4]octan-6-yl)-3-azatricyclo[6.2.1.02,7]undeca-2,4,6-triene-5-carbonitrile